1,3-bis((2-chlorophenyl)thio)benzene ClC1=C(C=CC=C1)SC1=CC(=CC=C1)SC1=C(C=CC=C1)Cl